2,3-bis(bromomethyl)-6-fluoroquinoxaline BrCC1=NC2=CC=C(C=C2N=C1CBr)F